methyl 3-(2-(3-chloro-3-oxopropoxy)ethoxy)propanoate ClC(CCOCCOCCC(=O)OC)=O